36-hydroxyhexatriacontyl docos-13-enoate C(CCCCCCCCCCCC=CCCCCCCCC)(=O)OCCCCCCCCCCCCCCCCCCCCCCCCCCCCCCCCCCCCO